N,N'-di[p-(N-sec-octylamino)phenyl]m-phenylenediamine C(C)(CCCCCC)NC1=CC=C(C=C1)NC1=CC(=CC=C1)NC1=CC=C(C=C1)NC(C)CCCCCC